C(#N)C=1C(=NC(=CC1C(F)(F)F)C(F)(F)F)N1N=C(C=C1C(=O)N(C1=CC=C(C=C1)F)CC)C 1-(3-cyano-4,6-bis(trifluoromethyl)pyridin-2-yl)-N-ethyl-N-(4-fluorophenyl)-3-methyl-1H-pyrazole-5-carboxamide